BrC=1C=C(C=2N(C1)N=CC2C#N)OC=2C=NC(=CC2)[N+](=O)[O-] 6-bromo-4-((6-nitropyridin-3-yl)oxy)pyrazolo[1,5-a]pyridine-3-carbonitrile